3,5-diphenyl-phenol C1(=CC=CC=C1)C=1C=C(C=C(C1)C1=CC=CC=C1)O